C=1N=CN2C1C(=CC=C2)C(=O)N2C[C@H]([C@@H](CC2)CC(C)(C)C)NC([C@H](C(C)(C)C)NC(OC(C)(C)C)=O)=O tert-butyl ((S)-1-(((3S,4R)-1-(imidazo[1,5-a]pyridine-8-carbonyl)-4-neopentylpiperidin-3-yl)amino)-3,3-dimethyl-1-oxobutan-2-yl)carbamate